COC(=O)C=1C=CC=2C3=C(N(C2C1)C(C1CCOCC1)C1=CC=CC=C1)C=C(C(=N3)OC(C)=O)C3=C(N=NN3C)C 2-Acetyloxy-3-(1,4-dimethyl-1H-1,2,3-triazol-5-yl)-5-(phenyl-(tetrahydro-2H-pyran-4-yl)methyl)-5H-pyrido[3,2-b]indole-7-carboxylic acid methyl ester